α-humulene C/C1=C\CC/C(C)=C/CC(C)(C)/C=C/C1